C12(CC(C1)C2)N2N=CC(=C2)I (bicyclo[1.1.1]pentane-1-yl)-4-iodo-1H-pyrazole